FC=1C(=C(C=CC1F)C(=O)N1CC(C1)(O)CNC(CO)(C)C)NC1=C(C=C(C=C1)I)F 1-({3,4-difluoro-2-[(2-fluoro-4-iodophenyl)amino]Phenyl}carbonyl)-3-{[(2-hydroxy-1,1-dimethylethyl)amino]Methyl}azetidin-3-ol